CC1=CC=C(C=C1)S(=O)(=O)NC1=NC=CN=C1 4-Methyl-N-(pyrazin-2-yl)benzenesulfonamide